(3aS,4S,6S,7aR)-3a,5,5-trimethylhexahydro-4,6-methanobenzo[d][1,3,2]dioxaborol C[C@]12[C@H](OBO1)C[C@H]1C([C@@H]2C1)(C)C